FC(C=1N=C(SC1)C=1N=NN(C1)[C@@H]1[C@H]([C@@H](SC2=CC(=C(C=C2)Cl)Cl)O[C@@H]([C@@H]1O)CO)O)(F)F 3,4-dichlorophenyl 3-deoxy-3-[4-(4-trifluoromethyl-thiazol-2-yl)-1H-1,2,3-triazol-1-yl]-1-thio-alpha-D-galactopyranoside